CC1=CC=2N(C=C1N)C=CN2 7-methylimidazo[1,2-a]pyridin-6-amine